C(C)(C)(C)OC(=O)N1C=CC2=C1N=C(N=C2N(C(=O)OC(C)(C)C)C(=O)OC(C)(C)C)F 4-[bis(t-butoxycarbonyl)amino]-2-fluoro-7H-pyrrolo[2,3-d]pyrimidine-7-carboxylic acid tert-butyl ester